C(#N)C=1C=C(C=NC1)C=1N=C(SC1SC(C)C)N1N=C(C(=C1C(=O)O)C1=CC(=CC=C1)F)C 1-(4-(5-cyanopyridin-3-yl)-5-(isopropylthio)thiazol-2-yl)-4-(3-fluorophenyl)-3-methyl-1H-pyrazole-5-carboxylic acid